C12(C(=CC=C3C4=CC=CC=C4C=C13)C=1C(=C3C=4C(=C(C(=C(C4CC3=CC1)N(C1=C(C=CC=C1)C1=CC=CC=C1)C=1C3(C4=CC5=CC=CC=C5C4=CC1)C=CC=C1C4=CC=CC=C4C=C13)C1=CC=CC=C1)C1=CC=CC=C1)C1=C(C=CC=3C4=CC=CC=C4NC13)C1=CC=CC=C1)C1=C(C=CC=C1)C1=CC=CC=C1)C=CC=C1C3=CC=CC=C3C=C12 (spirobifluorenyl)(biphenylyl)(phenylcarbazolyl)(spirobifluorenyl)(biphenylyl)(diphenylfluorenyl)amine